C(CC)N(C(=O)N1C=NC=C1)CCOC1=C(C=C(C=C1Cl)Cl)Cl N-propyl-N-[2-(2,4,6-trichlorophenoxy)ethyl]imidazole-1-formamide